C1(=CC=CC=2C3=CC=CC=C3CC12)COC(=O)N[C@@H](CSSC(C)(C)C)C(=O)O N-fluorenylmethoxycarbonyl-S-t-butylsulfanyl-L-cysteine